(2S,4R)-1-(2-(4-amino-5-(aminomethyl)-7H-pyrrolo[2,3-d]pyrimidin-7-yl)acetyl)-N-(3-chloro-2-fluorobenzyl)-4-fluoropyrrolidine-2-carboxamide NC=1C2=C(N=CN1)N(C=C2CN)CC(=O)N2[C@@H](C[C@H](C2)F)C(=O)NCC2=C(C(=CC=C2)Cl)F